6-bromo-3-[2-(hydroxymethyl)-1H-indol-3-yl]-3-methyl-2,3-dihydro-1H-isoindol-1-one BrC1=CC=C2C(NC(C2=C1)=O)(C)C1=C(NC2=CC=CC=C12)CO